3-ethyl-4-((3-fluoro-4,6-dihydroxy-2,5-dimethylbenzoyl)oxy)-2,5,6-trimethylbenzoic acid C(C)C=1C(=C(C(=O)O)C(=C(C1OC(C1=C(C(=C(C(=C1O)C)O)F)C)=O)C)C)C